OC1=C(C=C(CC2=C(C=C(OCC(=O)NCCO)C=C2C)C)C=C1)C(C)C 2-(4-(4-hydroxy-3-isopropylbenzyl)-3,5-dimethylphenoxy)-N-(2-hydroxyethyl)acetamide